O=C1NC(CCC1N1C(C2=CC=C(C=C2C1)OC1CCN(CC1)C(=O)OC(C)(C)C)=O)=O tert-butyl 4-[2-(2,6-dioxo-3-piperidyl)-1-oxo-isoindolin-5-yl]oxypiperidine-1-carboxylate